ClC=1C(=CC=2N(C1)C(=CN2)C2=NC=CC(=N2)N2C[C@H](CCC2)C(=O)N)F (S)-1-(2-(6-chloro-7-fluoroimidazo[1,2-a]pyridin-3-yl)pyrimidin-4-yl)piperidine-3-carboxamide